N-(2-chloro-3-((3,5-dimethyl-4-oxo-3,4-dihydroquinazolin-6-yl)amino)-4,5-difluorophenyl)-3-fluoropropane-1-sulfonamide ClC1=C(C=C(C(=C1NC=1C(=C2C(N(C=NC2=CC1)C)=O)C)F)F)NS(=O)(=O)CCCF